(2,4-bis(allyloxy)-5-isopropylphenyl)(4-methyl-2-phenylpiperazin-1-yl)methanone C(C=C)OC1=C(C=C(C(=C1)OCC=C)C(C)C)C(=O)N1C(CN(CC1)C)C1=CC=CC=C1